ClC=1C(=CC(=C(C1)NC(=O)N1C2CCC1CC=1C(=NC=CC12)F)F)C=1C=NC(=CC1)OCCNC N-(5-Chloro-2-fluoro-4-(6-(2-(methylamino)ethoxy)pyridin-3-yl)phenyl)-1-fluoro-6,7,8,9-tetrahydro-5H-5,8-epiminocyclohepta[c]pyridine-10-carboxamide